2-methyl-2-phenyl-1,2,3,4-tetrahydroquinoline CC1(NC2=CC=CC=C2CC1)C1=CC=CC=C1